3-(5-(difluoromethyl)-1,3,4-thiadiazol-2-yl)-8-(4-isobutyrylpiperazin-1-yl)-N-(3-methyloxetan-3-yl)-[1,2,4]triazolo[4,3-a]pyridine-6-sulfonamide FC(C1=NN=C(S1)C1=NN=C2N1C=C(C=C2N2CCN(CC2)C(C(C)C)=O)S(=O)(=O)NC2(COC2)C)F